COC=1C=C(C=CC1CC=1SC(=CN1)C)C=1C=C(N2N=CN=C(C21)N)C2=NN(C=C2)C 5-(3-methoxy-4-((5-methylthiazol-2-yl)methyl)phenyl)-7-(1-methyl-1H-pyrazol-3-yl)pyrrolo[2,1-F][1,2,4]triazin-4-amine